4-(2-(4-(2-(4-aminopiperidin-1-yl)-4-(4-cyanophenyl)-1-methyl-6-oxo-1,6-dihydropyrimidin-5-yl)phenoxy)acetamido)-N-hydroxybenzoamide hydrochloride Cl.NC1CCN(CC1)C=1N(C(C(=C(N1)C1=CC=C(C=C1)C#N)C1=CC=C(OCC(=O)NC2=CC=C(C(=O)NO)C=C2)C=C1)=O)C